C(C)(C)(C)C1N2C(C3=CC(=C(C=C3C1)C1=CN=C(S1)N(C)C)OC)=CC(C(=C2)C(=O)OCC)=O ethyl 6-tert-butyl-9-[2-(dimethylamino) thiazol-5-yl]-10-methoxy-2-oxo-6,7-dihydro-2H-pyrido[2,1-a]isoquinoline-3-carboxylate